C(C)OC(=O)C1=NN(C(N1)=O)C1=CC=CC=C1 5-oxo-1-phenyl-4H-1,2,4-triazole-3-carboxylic acid ethyl ester